Fumaric acid dihydrazide C(\C=C\C(=O)NN)(=O)NN